C(N)(=O)C=1C=C(C=CC1)C1=CC(=NC=N1)NC(=O)[C@H]1CN(CCO1)C#N (R)-N-(6-(3-Carbamoylphenyl)-pyrimidin-4-yl)-4-cyanomorpholine-2-carboxamide